COC1=C(C(=CC2=C1C1=CC=C(C(C=C1[C@H](CC2)NC(C)=O)=O)C(=O)N2CCN(CC2)C)OC)OC (S)-N-{1,2,3-trimethoxy-10-(4-methylpiperazine-1-carbonyl)-9-oxo-5,6,7,9-tetrahydrobenzo[a]heptalen-7-yl}acetamide